C(OC[C@H]1OC([C@@H]2OC(CCCC(O[C@@H]21)=O)=O)(C#N)C2=CC=C1C(=NC=NN12)N)(OC1CCOCC1)=O ((7aR,8R,1R,10aR)-10-(4-aminopyrrolo[2,1-f][1,2,4]triazin-7-yl)-10-cyano-2,6-dioxooctahydro-2H-furo[3,4-b][1,4]dioxonin-8-yl)methyl (tetrahydro-2H-pyran-4-yl) carbonate